4-(benzyloxy)-2-methylbutanoic acid C(C1=CC=CC=C1)OCCC(C(=O)O)C